C(C)(C)(C)OC(N[C@@H]1CC[C@H](CC1)C=1NC(=CN1)Br)=O trans-(4-(5-bromo-1H-imidazol-2-yl)cyclohexyl)carbamic acid tert-butyl ester